ammonium 4-hydroxy-3-(prop-2-ynyloxy)benzaldehyde OC1=C(C=C(C=O)C=C1)OCC#C.[NH4+]